FC(F)OC(=O)C=1SC=CC1 (difluoromethyl)thiophene-2-carboxylate